NC1=NC=CC=C1[C@@H](C)NCCOC1=C2C(NC=NC2=CC(=C1Cl)C1=NC(=CC(=C1C(F)(F)F)C)N(CC1=CC=C(C=C1)OC)CC1=CC=C(C=C1)OC)=O (R)-5-(2-((1-(2-aminopyridin-3-yl)ethyl)amino)ethoxy)-7-(6-(bis(4-methoxybenzyl)amino)-4-methyl-3-(trifluoromethyl)pyridin-2-yl)-6-chloroquinazolin-4(3H)-one